C1OC=2C=C(C=CC2O1)NC(=O)C1=CN(C2=CC=CC=C12)CC1=CC=C(C=C1)C(N)=O N-(3,4-methylenedioxyphenyl)-1-(4-(carbamoyl)benzyl)-1H-indole-3-carboxamide